O1COC2=C1C=CC(=C2)CNC(CC2=CC=C(C=C2)N(C(=O)C2CCCC2)CC2=CC(=CC=C2)Cl)=O N-(4-(2-((benzo[d][1,3]dioxol-5-ylmethyl)amino)-2-oxoethyl)phenyl)-N-(3-chlorobenzyl)cyclopentanecarboxamide